COC1=C(C=C(C(=C1)SCC)OC)CCNO 2,5-dimethoxy-4-ethylthio-N-hydroxyphenylethylamine